FC(C(O)C=1C=CC2=C(C3=C(O2)C=C(C=C3)[C@@H](C(F)(F)F)[C@@H](C(=O)O)CC(C)(C)F)C1)F (2S)-2-((1S)-1-(8-(2,2-difluoro-1-hydroxyethyl)dibenzo[b,d]furan-3-yl)-2,2,2-trifluoroethyl)-4-fluoro-4-methylpentanoic acid